3-bromopyrrolidin-2-one BrC1C(NCC1)=O